PC=1C(NC=CC1)=O phosphino-pyridone